(2R)-N-((R or S)-(5-chloro-6-(trifluoromethyl)pyridin-2-yl)(trans-3-(trifluoromethyl)cyclobutyl)methyl)-2-methyl-3-oxopiperazine-1-carboxamide ClC=1C=CC(=NC1C(F)(F)F)[C@H](NC(=O)N1[C@@H](C(NCC1)=O)C)[C@@H]1C[C@H](C1)C(F)(F)F |o1:11|